N-[(4-methoxypyridin-3-yl)methyl]-4-(trifluoromethoxy)benzamide COC1=C(C=NC=C1)CNC(C1=CC=C(C=C1)OC(F)(F)F)=O